4-chloro-1-(1-(1-(5-(pyrrolidin-1-yl)pyridazin-3-yl)-1H-pyrazol-4-yl)ethyl)pyridin-2(1H)-one ClC1=CC(N(C=C1)C(C)C=1C=NN(C1)C=1N=NC=C(C1)N1CCCC1)=O